ClC1=CC=C(C=C1)C1C(N(CC1)C12CC(C1)(C2)C(=O)O)=O 3-(3-(4-chlorophenyl)-2-oxopyrrolidin-1-yl)bicyclo[1.1.1]pentane-1-carboxylic acid